FC=1C=C(C=C(C1F)F)C1=C(C=CC=C1)NC(=O)C=1C(=NN(C1Cl)C)C(F)(F)F N-(3',4',5'-trifluorobiphenyl-2-yl)-5-chloro-1-methyl-3-trifluoromethylpyrazol-4-yl-carboxamide